COC1=C2C(NC(=NC2=CC(=C1)OC)C1=CC(=C(OCCOC(CCC(=O)N2CCN(CC2)CCO[N+](=O)[O-])=O)C(=C1)C)C)=O 4-[4-(2-(nitrooxy)ethyl)-piperazin-1-yl]-4-oxo-butyric acid 2-[4-(5,7-dimethoxy-4-oxo-3,4-dihydro-quinazolin-2-yl)-2,6-dimethyl-phenoxy]-ethyl ester